BrC1=C(N(N=C1C)C)OCCCN(C(OC(C)(C)C)=O)C tert-butyl N-[3-(4-bromo-2,5-dimethyl-pyrazol-3-yl)oxypropyl]-N-methyl-carbamate